[2,2-dimethyl-1,3-dioxolan-4-yl](4-iodophenyl)methanol CC1(OCC(O1)C(O)C1=CC=C(C=C1)I)C